1-tert-butyl-7-oxo-1,4,6,7-tetrahydrospiro[indazole-5,4'-piperidine]-1'-benzoate C(C)(C)(C)N1N=CC=2CC3(CCN(CC3)C3=CC=CC=C3C(=O)[O-])CC(C12)=O